ClS(=O)C1=CC=C(C=C1)CN(C(=O)C1=C(C=C(C=C1)C1=CC=C(C=C1)C1=N[C@H](C=2N(C3=C1C(=C(S3)C)C)C(=NN2)C)CC(=O)OC)C)CC methyl [(6S)-4-{4'-[{[4-(chlorosulfinyl)phenyl]methyl}(ethyl)carbamoyl]-3'-methyl[1,1'-biphenyl]-4-yl}-2,3,9-trimethyl-6H-thieno[3,2-f][1,2,4]triazolo[4,3-a][1,4]diazepin-6-yl]acetate